BENZYLIDENECYANOACETATE C(C1=CC=CC=C1)=C(C(=O)[O-])C#N